pyridoxamine 5-phosphate CC1=NC=C(C(=C1O)CN)COP(=O)(O)O